C(C1=CC=CC=C1)(C1=CC=CC=C1)=NC1=C(N=C(C2=CN=C(C(=C12)F)C1=CC(=CC2=CC=C(C(=C12)C#C)F)OCOC)N1CC2CCC(C1)N2C(=O)OC(C)(C)C)C tert-butyl 3-[4-(benzhydrylideneamino)-6-[8-ethynyl-7-fluoro-3-(methoxymethoxy)-1-naphthyl]-5-fluoro-3-methyl-2,7-naphthyridin-1-yl]-3,8-diazabicyclo[3.2.1]octane-8-carboxylate